NC([C@H]([C@@H](C)O[Si](C)(C)C(C)(C)C)NC(=O)C1(N(C(CC1C)=O)C1=CC=C(C=C1)F)C(=O)OCC)=O ethyl 2-(((2S,3R)-1-amino-3-((tert-butyldimethylsilyl) oxy)-1-oxobutan-2-yl) carbamoyl)-1-(4-fluorophenyl)-3-methyl-5-oxopyrrolidine-2-carboxylate